ethyl 2-hydroxyacetate OCC(=O)OCC